6-(3-(benzyloxy)phenoxy)hexane C(C1=CC=CC=C1)OC=1C=C(OCCCCCC)C=CC1